N1(C=NC=C1)C=1C=CC(=C(C1)O)C=1N=NC(=CN1)O[C@H]1C[C@@]2(CC[C@H](C1)N2)C 5-(1H-imidazol-1-yl)-2-(6-(((1S,3R,5R)-1-methyl-8-azabicyclo[3.2.1]octan-3-yl)oxy)-1,2,4-triazin-3-yl)phenol